FC(C1(CC1)C#CC1=C2CCCN(C2=CC=C1)C1=NC=2N(C3=CC=CC(=C13)F)C(=NN2)C)F (5-((1-(difluoromethyl)cyclopropyl)ethynyl)-3,4-dihydroquinolin-1(2H)-yl)6-fluoro-1-methyl-[1,2,4]Triazolo[4,3-a]Quinazoline